tert-butyl 2-(3-(methoxycarbonyl)-4-(trifluoromethyl) benzyl)-2,7-diazaspiro[3.5]nonane-7-carboxylate COC(=O)C=1C=C(CN2CC3(C2)CCN(CC3)C(=O)OC(C)(C)C)C=CC1C(F)(F)F